4-amino-7-fluoro-3-(propylcarbamoyl)-8-(5-(trifluoromethyl)pyrimidin-4-yl)isoquinoline-2-oxide NC1=C([N+](=CC2=C(C(=CC=C12)F)C1=NC=NC=C1C(F)(F)F)[O-])C(NCCC)=O